C(C)(C)(C)C1=CC=C(CNC2=CC=CC3=CC=CC=C23)C=C1 (4-tert-butyl-benzyl)-1-naphthylamine